C(C1=CC=CC=C1)N(C)CC(C(F)(F)F)NCCOC1=C(C(=O)OC(C)(C)C)C=C(C=C1)C tert-Butyl 2-[2-[[1-[[benzyl(methyl)amino]methyl]-2,2,2-trifluoro-ethyl]amino]ethoxy]-5-methyl-benzoate